IC1=C(C2=C(S1)C(=CC=C2)NC2C(CN(CC2)C)C(F)(F)F)CC(F)(F)F N-(2-iodo-3-(2,2,2-trifluoroethyl)benzo[b]thiophen-7-yl)-1-methyl-3-(trifluoromethyl)piperidin-4-amine